CC(=O)NCCCC(=O)O The molecule is an N-acyl-gamma-aminobutyric acid resulting from the monoacetylation of the nitrogen of GABA. It has a role as a metabolite. It is a N-acyl-gamma-aminobutyric acid and a member of acetamides. It is a conjugate acid of a 4-acetamidobutanoate.